ethyl dimethylglycinate hydrochloride Cl.CN(CC(=O)OCC)C